8-tricyclo[5.2.1.02,6]dec-3-enyl 2-methylpropanoate CC(C(=O)OC1C2C3CC=CC3C(C1)C2)C